phenylazepine-7-amine C1(=CC=CC=C1)C=1NC(=CC=CC1)N